Cl.N=1NC=C2NCCCC21 4,5,6,7-tetrahydro-2H-pyrazolo[4,3-b]pyridine HCl